benzyl (S)-4-(4-(4-(((tert-butoxycarbonyl)amino)methyl)-3-methylphenyl)pyrrolo[2,1-f][1,2,4]triazin-6-yl)-3-methylpiperazine-1-carboxylate C(C)(C)(C)OC(=O)NCC1=C(C=C(C=C1)C1=NC=NN2C1=CC(=C2)N2[C@H](CN(CC2)C(=O)OCC2=CC=CC=C2)C)C